C(CC)[Bi](CCC)S[Bi](CCC)CCC dipropylbismuthanylsulfanyl(dipropyl)bismuthane